2-{furo[3,2-b]pyridin-7-yl}-3-iodo-1H,5H,6H,7H-pyrrolo[3,2-c]pyridin-4-one O1C=CC2=NC=CC(=C21)C2=C(C=1C(NCCC1N2)=O)I